ClC=1C=C(C=CC1)S(=O)(=O)C1NCC(C2=CC=C(C=C12)N1CCN(CC1)C1CCCC1)(C)C ((3-chlorophenyl)sulfonyl)-7-(4-cyclopentylpiperazin-1-yl)-4,4-dimethyl-1,2,3,4-tetrahydroisoquinoline